O[C@H]1C[C@H](O[C@]1(C=C)CO)N1C(NC(C(=C1)C)=O)=O 1-((2S,4S,5R)-4-hydroxy-5-(hydroxymethyl)-5-vinyltetrahydrofuran-2-yl)-5-methylpyrimidine-2,4(1H,3H)-dione